S(C1=CC(=C(C(=C1)C(C)(C)C)O)C)C1=CC(=C(C(=C1)C(C)(C)C)O)C 4,4'-thio-bis(2-methyl-6-t-butylphenol)